4,5-dihydrophenanthro[2,1-d]thiazole N1=CSC2=C1C=CC=1C=3C=CC=CC3CCC12